CN1N=CC(=C1)CCOC1=NC(=CC(=N1)N1CCOCC1)OC1=NNC(=C1)C1=CC=CC=C1 4-(2-(2-(1-methyl-1H-pyrazol-4-yl)ethoxy)-6-((5-phenyl-1H-pyrazol-3-yl)oxy)pyrimidin-4-yl)morpholine